N-(3-(2-(4-(2,3-dichlorophenyl)piperazin-1-yl)ethyl)cyclobutyl)-3-hydroxy-3-methylbutanamide ClC1=C(C=CC=C1Cl)N1CCN(CC1)CCC1CC(C1)NC(CC(C)(C)O)=O